tert-butyl 6-(3-bromo-2-methoxybenzyl)-7-oxo-5-azaspiro[2.4]heptane-5-carboxylate BrC=1C(=C(CC2N(CC3(CC3)C2=O)C(=O)OC(C)(C)C)C=CC1)OC